(S)-3-cyclopropyl-1-(4-(6-fluorobenzo[d]thiazol-2-yl)-6,7-dihydro-1H-imidazo[4,5-c]pyridin-5(4H)-yl)propan-1-one C1(CC1)CCC(=O)N1[C@@H](C2=C(CC1)NC=N2)C=2SC1=C(N2)C=CC(=C1)F